Ethyl (S)-6-(4-(1-(benzo[d][1,3]dioxol-5-yl)ethyl)piperazin-1-yl)nicotinate O1COC2=C1C=CC(=C2)[C@H](C)N2CCN(CC2)C2=NC=C(C(=O)OCC)C=C2